FC(C1=CC=C(C=C1)C1=CCC(N(N1C(CO)C1CC1)C=1C=NC=CC1)=O)F 6-[4-(difluoromethyl)phenyl]-3-oxo-2-(pyridin-3-yl)-N-(1-cyclopropyl-2-hydroxyethyl)-2,3-dihydropyridazine